(S)-(1'-(5-(2,3-dichlorophenyl)-4-cyano-6-methylpyrimidin-2-yl)-1,3-dihydrospiro[indene-2,4'-piperidine]-1-yl)carbamic acid tert-butyl ester C(C)(C)(C)OC(N[C@@H]1C2=CC=CC=C2CC12CCN(CC2)C2=NC(=C(C(=N2)C#N)C2=C(C(=CC=C2)Cl)Cl)C)=O